C1(=CC=CC=C1)C=1N=C(C2=C(N1)SC=C2)C2=CC=CC=C2 2,4-diphenylthieno[2,3-d]pyrimidine